C(C#C)(=O)OCC(C)(C)OC(C)C1=CCC(C1)(C)C 2-[1-(4,4-dimethyl-1-cyclopenten-1-yl)ethoxy]-2-methylpropyl propiolate